6-(4-(3-cyclobutylureido)thiophen-2-yl-pyrazin-2-yl)-2-methoxybenzoic acid C1(CCC1)NC(NC=1C=C(SC1)C=1C(=NC=CN1)C1=CC=CC(=C1C(=O)O)OC)=O